ClC=1C(C2=CC(=C(C=C2C(C1)=O)C)C)=O 2-chloro-6,7-dimethyl-1,4-naphthoquinone